N,N'-Bis(1,2,2,6,6-pentamethyl-4-piperidinyl)-1,6-hexanediamine CN1C(CC(CC1(C)C)NCCCCCCNC1CC(N(C(C1)(C)C)C)(C)C)(C)C